CC1=CC=C(C=C1)S(=O)(=O)O.C(CCC)N1CN(C2=C1C=CC=C2)CCCC 1,3-dibutylbenzimidazole p-toluenesulfonate